4-methyl-1,7-octanediol CC(CCCO)CCC(C)O